N-(4-(5-(1-propenylpiperidin-4-yl)-7H-pyrrolo[2,3-d]pyrimidin-4-yl)-2-methylbenzyl)-4-(tert-butyl)benzamide C(=CC)N1CCC(CC1)C1=CNC=2N=CN=C(C21)C2=CC(=C(CNC(C1=CC=C(C=C1)C(C)(C)C)=O)C=C2)C